ClC1=C(C=CC=C1Cl)C1=CC(NC=C1)=O 4-(2,3-dichlorophenyl)pyridin-2(1H)-one